CS(=O)(=O)OC[C@H]1CN(C([C@@]12CN(C(C1=CC=C(C=C12)Cl)=O)CC1=C(C=C(C=C1)OC)OC)=O)C1=CN=CC2=CC=CC=C12 [(3'R,4S)-6-chloro-2-[(2,4-dimethoxyphenyl)methyl]-1'-(4-isoquinolyl)-1,5'-dioxo-spiro[3H-isoquinoline-4,4'-pyrrolidine]-3'-yl]methyl methanesulfonate